2-(7-((2S,5R)-4-(1-(4-chloro-1-ethyl-1H-imidazol-2-yl)ethyl)-2,5-diethylpiperazin-1-yl)-4-methyl-5-oxo-4,5-dihydro-2H-pyrazolo[4,3-b]pyridin-2-yl)acetonitrile ClC=1N=C(N(C1)CC)C(C)N1C[C@@H](N(C[C@H]1CC)C=1C=2C(N(C(C1)=O)C)=CN(N2)CC#N)CC